5-{(R)-(1,3-dimethyl-azetidin-3-yl)-hydroxy-[4-(1-trifluoromethyl-cyclopropyl)-phenyl]-methyl}-N-hydroxy-nicotinamide CN1CC(C1)(C)[C@@](C=1C=NC=C(C(=O)NO)C1)(C1=CC=C(C=C1)C1(CC1)C(F)(F)F)O